NC=1N(N=C2CN(CCC21)S(=O)(=O)C2CCC2)C(=O)[C@H]2CCNC1=C(C=CC=C21)C |o1:19| (S*)-(3-amino-6-(cyclobutyl-sulfonyl)-4,5,6,7-tetrahydro-pyrazolo[3,4-c]pyridin-2-yl)(8-methyl-1,2,3,4-tetrahydro-quinolin-4-yl)methanone